NN1C(=NC=2N(C(=NC2C1=O)OCC1=CC=CC=C1)[C@@H]1O[C@H]([C@@H]([C@H]1O)O)CO)N |&1:21| 1,2-Diamino-8-(benzyloxy)-9-((2R,3R,4R,SR)-3,4-dihydroxy-5-(hydroxymethyl)tetrahydrofuran-2-yl)-1,9-dihydro-6H-purin-6-one